C(C)(C)(C)OC(=O)ON(C(OC(C)(C)C)=O)CC=1SC=C(C1)C(NO)=N tert-butyl ((tert-butoxycarbonyl)oxy)((4-(N-hydroxycarbamimidoyl)thiophen-2-yl)methyl)carbamate